6-[4-[(R or S)-(2-methoxy-4-pyridyl)-phenyl-methyl]piperidine-1-carbonyl]-4H-1,4-benzoxazin-3-one COC1=NC=CC(=C1)[C@H](C1CCN(CC1)C(=O)C=1C=CC2=C(NC(CO2)=O)C1)C1=CC=CC=C1 |o1:8|